C(C)(=O)N[C@H]1CC(C[C@H]1NC)C(=O)N[C@@H](C12CCC(CC1)(C2)F)C2=C(C(=CC=C2F)Cl)Cl (3S,4R)-3-acetamido-N-((S)-(2,3-dichloro-6-fluorophenyl)(4-fluorobicyclo[2.2.1]hept-1-yl)methyl)-4-(methylamino)cyclopentane-1-carboxamide